2-cyano-N-(4-(2-((3-(4-methylpiperazin-1-yl)phenyl)amino)quinazolin-8-yl)phenyl)acetamide C(#N)CC(=O)NC1=CC=C(C=C1)C=1C=CC=C2C=NC(=NC12)NC1=CC(=CC=C1)N1CCN(CC1)C